N[C@H]1C[C@H](NC1)C(=O)N1CCN(CC1)C(=O)C1=C(C=C(C=C1)NC(=O)C=1N(C(=CN1)C1=C(C(=C(C=C1)OCC#N)F)F)C)Cl N-[4-[4-[(2S,4S)-4-aminopyrrolidine-2-carbonyl]piperazine-1-carbonyl]-3-chloro-phenyl]-5-[4-(cyanomethoxy)-2,3-difluoro-phenyl]-1-methyl-imidazole-2-carboxamide